The molecule is a dicarboxylic acid dianion obtained by deprotonation of the carboxy groups of N-(indole-3-acetyl)glutamic acid. It has a role as a plant metabolite. It is a conjugate base of a N-(indole-3-acetyl)glutamic acid. C1=CC=C2C(=C1)C(=CN2)CC(=O)NC(CCC(=O)[O-])C(=O)[O-]